COC=1C=C(C=CC1)S(=O)(=O)N(CC=1SC=CC1)CC=1SC=CC1 3-methoxy-N,N-bis(2-thienylmethyl)benzenesulfonamide